1-(4-(2,5-difluorophenyl)-3-nitropyridin-2-yl)ethan-1-one FC1=C(C=C(C=C1)F)C1=C(C(=NC=C1)C(C)=O)[N+](=O)[O-]